C(C)(C)(C)OC(=O)N[C@@H]1[C@@H](CCCC1)NC1=C(C2=C(C(=N1)C=1C=NN(C1)C)C(N(C2)C(=O)OC(C)(C)C)=O)F tert-butyl 6-(((1R,2S)-2-((tert-butoxycarbonyl)amino)cyclohexyl)amino)-7-fluoro-4-(1-methyl-1H-pyrazol-4-yl)-3-oxo-1H-pyrrolo[3,4-c]pyridine-2(3H)-carboxylate